trimethylolethane tripelargonate CCCCCCCCC(=O)OCC(C)(COC(=O)CCCCCCCC)COC(=O)CCCCCCCC